(4R)-3-[(3R)-3-(2,6-Dichloropyridin-4-yl)butanoyl]-4-phenyl-1,3-oxazolidin-2-one ClC1=NC(=CC(=C1)[C@@H](CC(=O)N1C(OC[C@H]1C1=CC=CC=C1)=O)C)Cl